FC1=C(C(=O)NC=2C=CC=3N(C2)C=C(N3)C(=O)N)C=CC=C1 6-(2-fluorobenzamido)imidazo[1,2-a]pyridine-2-carboxamide